5-fluoro-1-[(2R,4S,5R)-4-hydroxy-5-(hydroxymethyl)oxolan-2-yl]pyrimidine-2,4-dione FC=1C(NC(N(C1)[C@@H]1O[C@@H]([C@H](C1)O)CO)=O)=O